CC(CCO)CCCCC 3,7-dimethylheptanol